BrC1=C(N(N=C1)C)C=1C=C(C=CC1OC)NC(=O)NC1=C(C=C(C=C1)Cl)N(C)CCCN(C)C 1-[3-(4-Bromo-2-methyl-2H-pyrazol-3-yl)-4-methoxy-phenyl]-3-{4-chloro-2-[(3-dimethylamino-propyl)-methyl-amino]-phenyl}-urea